(R)-2-Methyl-7-((2-methyl-1H-imidazol-1-yl)methyl)-9-(1-methyl-3-(trifluoromethyl)-1H-pyrazol-4-yl)-4-((4-methylpyridin-2-yl)methyl)-3,4-dihydrobenzo[f][1,4]oxazepin-5(2H)-one C[C@H]1OC2=C(C(N(C1)CC1=NC=CC(=C1)C)=O)C=C(C=C2C=2C(=NN(C2)C)C(F)(F)F)CN2C(=NC=C2)C